(R)-N,6-Dimethyl-2,3,4,4a,5,6-hexahydro-1H-pyrazino[1,2-a]pyrido[2,3-e]pyrazine-8-carboxamide CNC(=O)C=1C=CC2=C(N(C[C@@H]3N2CCNC3)C)N1